(3R)-3-[2-(5-tert-butyl-1,2,4-oxadiazol-3-yl)-5-cyclopropylpyridin-4-yl]oxypyrrolidine-1-carboxylic acid tert-butyl ester C(C)(C)(C)OC(=O)N1C[C@@H](CC1)OC1=CC(=NC=C1C1CC1)C1=NOC(=N1)C(C)(C)C